cyclopenta[f]naphthalene-8-carboxylate C1=CC=C2C1=C1CC(=CC=C1C=C2)C(=O)[O-]